FC1=C(C=C(C(=C1)C(F)(F)F)F)NS(=O)(=O)C=1C2=C(NC1)SC=C2 N-[2,5-difluoro-4-(trifluoromethyl)phenyl]-6H-thieno[2,3-b]pyrrole-4-sulfonamide